5-(((3-(3-bromo-2-chlorostyryl)-4-(trifluoromethyl)benzyl)amino)methyl)pyrrolidine BrC=1C(=C(C=CC=2C=C(CNCC3CCCN3)C=CC2C(F)(F)F)C=CC1)Cl